1-[[bis(4-methoxyphenyl)-phenylmethoxy]methyl]-7-hydroxy-N,N-dimethyl-2-oxa-5-azabicyclo[2.2.1]heptane-5-carboxamide COC1=CC=C(C=C1)C(OCC12OCC(N(C1)C(=O)N(C)C)C2O)(C2=CC=CC=C2)C2=CC=C(C=C2)OC